tert-butyl-1-(tert-butoxycarbonylamino)-2-phenylcyclopropanecarboxylic acid C(C)(C)(C)C1(C(C1)(C(=O)O)NC(=O)OC(C)(C)C)C1=CC=CC=C1